N12C[C@H](C(CC1)CC2)OC(N[C@@H]2C(CC1=CC(=C(C=C21)F)C2=CC=C(C=C2)OCCC)(C)C)=O (S)-quinuclidin-3-yl((R)-6-fluoro-2,2-dimethyl-5-(4-propoxyphenyl)-2,3-dihydro-1H-inden-1-yl)carbamate